2-chloro-N-(3-((4-((1-cycloheptylpiperidin-4-yl)amino)-6,7-dimethoxyquinazolin-2-yl)amino)propyl)acetamide ClCC(=O)NCCCNC1=NC2=CC(=C(C=C2C(=N1)NC1CCN(CC1)C1CCCCCC1)OC)OC